tert-butyl 3-(8-fluoro-6-{8-fluoro-2-methylimidazo[1,2-a]pyridin-6-yl}-1-oxoisoquinolin-2-yl)pyrrolidine-1-carboxylate FC=1C=C(C=C2C=CN(C(C12)=O)C1CN(CC1)C(=O)OC(C)(C)C)C=1C=C(C=2N(C1)C=C(N2)C)F